2-oxo-1,2-dihydro-1,8-naphthyridine-3-carboxamide O=C1NC2=NC=CC=C2C=C1C(=O)N